N1-((S)-1-oxo-1-(((S)-3-oxo-1-((S)-2-oxopyrrolidin-3-yl)-4-(trifluoromethoxy)butan-2-yl)amino)-3-(pyridin-2-yl)propan-2-yl)-N2-(o-tolyl)oxalamide O=C([C@H](CC1=NC=CC=C1)NC(C(=O)NC1=C(C=CC=C1)C)=O)N[C@@H](C[C@H]1C(NCC1)=O)C(COC(F)(F)F)=O